C(=O)OC1=C(C=C(C=C1)COC)OC 2-methoxy-4-(methoxymethyl)phenyl formate